FC(C=1NN=CC1C1=CC=C2C(=N1)NC(=C2)C(=O)O)(F)F 6-[3-(trifluoromethyl)-2H-pyrazol-4-yl]-1H-pyrrolo[2,3-b]pyridine-2-carboxylic acid